BrC1=C(C=CC(=N1)C1=C(N=C2N1N=C(C(=C2)OC)C2CC2)CO)F (3-(6-bromo-5-fluoropyridin-2-yl)-6-cyclopropyl-7-methoxyimidazo[1,2-b]pyridazin-2-yl)methanol